C1(CC1)OC1=NC=CC=C1B1OC(C(O1)(C)C)(C)C 2-(Cyclopropoxy)-3-(4,4,5,5-tetramethyl-1,3,2-dioxaborolan-2-yl)pyridine